BrC1=NN(C(=N1)Br)CCF 3,5-dibromo-1-(2-fluoroethyl)-1H-1,2,4-triazole